CN1N=CC(=C1)C1=CSC=2C1=NC(=CC2)SC2=CC=CC=C2 3-(1-methyl-1H-pyrazol-4-yl)-5-(phenylthio)thieno[3,2-b]pyridine